8-(6-((2-(dimethylamino)ethoxy)meth-yl)pyridin-3-yl)-1-isopropyl-3-methyl-1H-imidazo[4,5-c]cinnolin-2(3H)-one CN(CCOCC1=CC=C(C=N1)C1=CC=2C3=C(N=NC2C=C1)N(C(N3C(C)C)=O)C)C